5-amino-2-(3-aminophenyl)benzimidazole NC1=CC2=C(N=C(N2)C2=CC(=CC=C2)N)C=C1